CS(=O)(=O)C=1C=C(CNC2=NC(=NC=C2C(F)(F)F)NC2=CC=C(C=C2)N2CCN(CC2)CC2=C3CN(C(C3=CC=C2)=O)C2C(NC(CC2)=O)=O)C=CC1 3-(4-((4-(4-((4-((3-(methylsulfonyl)benzyl)amino)-5-(trifluoromethyl)pyrimidin-2-yl)amino)phenyl)piperazin-1-yl)methyl)-1-oxoisoindolin-2-yl)piperidine-2,6-dione